C(C)ONC(C1=CN=CC=C1NC1=C(C=CC=C1)N(S(=O)(=O)C)C)=O N-ethoxy-4-((2-(N-methylmethanesulfonamido)phenyl)amino)nicotinamide